2-(Thiophen-2-yl)morpholine-4-carboxylic acid S1C(=CC=C1)C1CN(CCO1)C(=O)O